1-(4-((3-Chlorophenyl)(cyano)methylen)piperidin-1-carbonyl)piperidin-4-sulfonamid ClC=1C=C(C=CC1)C(=C1CCN(CC1)C(=O)N1CCC(CC1)S(=O)(=O)N)C#N